1-carboxybutyl-3-vinylimidazole chloride salt [Cl-].C(=O)(O)C(CCC)C1=NC=CN1C=C